C1(CCCC2=CC=CC=C12)C=O Tetrahydronaphthalene-1-carbaldehyde